C(C)C=1C=C(C=CC1NC1=NC=C(C(=N1)[Sn](C)(C)C)C(F)(F)F)N1[C@@H]2CN([C@H](C1)C2)C(=O)OC(C)(C)C tert-butyl (1S,4S)-5-(3-ethyl-4-((5-(trifluoromethyl)-4-(trimethylstannyl)pyrimidin-2-yl)amino)phenyl)-2,5-diazabicyclo[2.2.1]heptane-2-carboxylate